CN(C(/C=C/CC[C@@H](C(=O)NC=1C(N(C=CC1)CC=1NC2=C(C=CC=C2C1)CC(C)C)=O)NC(OCCO)=O)=O)C (S,E)-2-hydroxyethyl (7-(dimethylamino)-1-((1-((7-isobutyl-1H-indol-2-yl)methyl)-2-oxo-1,2-dihydropyridin-3-yl)amino)-1,7-dioxohept-5-en-2-yl)carbamate